CC1=C(C=CC=C1C)N1CCN(CC1)C(CN1N=C(C2=C1CCC2)C(=O)N2CCC1(C(NC(=N1)C)=O)CC2)=O 8-(1-{2-[4-(2,3-Dimethylphenyl)piperazin-1-yl]-2-oxoethyl}-1,4,5,6-tetrahydrocyclopenta[c]pyrazol-3-carbonyl)-2-methyl-1,3,8-triazaspiro[4.5]dec-1-en-4-on